5-methyl-4-nitro-2-(phenyl-amino)pyridine-1-oxide CC=1C(=CC(=[N+](C1)[O-])NC1=CC=CC=C1)[N+](=O)[O-]